CC1=CC=C(C(=N1)C1=CC=C(C=C1)C1=NNC2=NC=C(C=C21)C=2C=CC1=C(CC[C@H](CC1)N1C3COCC1C3)C2)C#N 6-Methyl-2-(4-{5-[(7S)-7-{3-oxa-6-azabicyclo[3.1.1]heptan-6-yl}-6,7,8,9-tetrahydro-5H-benzo[7]annulen-2-yl]-1H-pyrazolo[3,4-b]pyridin-3-yl}phenyl)pyridine-3-carbonitrile